C1(CC1)N1N=CC(=C1)[C@@H]1O[C@@H](CN(C1)C1=CC2=C(N=C(N(C2=O)C)C)C(=N1)C=1C=NC(=CC1)C(F)F)C 6-((2s,6r)-2-(1-cyclopropyl-1H-pyrazol-4-yl)-6-methylmorpholino)-8-(6-(difluoromethyl)pyridin-3-yl)-2,3-dimethylpyrido[3,4-d]pyrimidin-4(3H)-one